Ethyl 2-{[(2,6-dimethyl-phenyl)carbamoyl]oxy}-3-(1H-pyrazol-1-yl)propanoate CC1=C(C(=CC=C1)C)NC(=O)OC(C(=O)OCC)CN1N=CC=C1